2-(1-naphthalenesulfonyl)acetonitrile C1(=CC=CC2=CC=CC=C12)S(=O)(=O)CC#N